tert-butyl (S)-4-(((R)-tert-butylsulfinyl) amino)-4,6-dihydrospiro[cyclopenta[d]thiazole-5,4'-piperidine]-1'-carboxylate C(C)(C)(C)[S@@](=O)N[C@@H]1C=2N=CSC2CC12CCN(CC2)C(=O)OC(C)(C)C